[Si](C)(C)(C(C)(C)C)OCC=1C=CC=2N(C1)C=C(N2)CN (6-(((tert-butyl-dimethylsilyl)oxy)methyl)imidazo[1,2-a]pyridin-2-yl)methylamine